C(CC1=CC=CC=C1)C=1OC=2N=C3N(C(C2N1)=O)CCC3 2-phenethyl-6,7-dihydrooxazolo[5,4-d]pyrrolo[1,2-a]pyrimidin-9(5H)-one